COC(C1=C(N=C(C(=C1)F)Cl)N)=O 6-chloro-2-amino-5-fluoronicotinic acid methyl ester